N-[[4-(5-methyl-3-phenyl-4-isoxazolyl)phenyl]sulfonyl]propanamide sodium salt CCC(=O)[N-]S(=O)(=O)C1=CC=C(C=C1)C2=C(ON=C2C3=CC=CC=C3)C.[Na+]